trans-N-[3-(2,6-dimethoxyphenyl)-1-{[2-(trimethylsilyl)ethoxy]methyl}pyrrolo[2,3-b]pyridin-6-yl]-2-formylcyclopropane-1-carboxamide COC1=C(C(=CC=C1)OC)C1=CN(C2=NC(=CC=C21)NC(=O)[C@H]2[C@@H](C2)C=O)COCC[Si](C)(C)C